FC1=C(C(=C(C(=C1F)F)F)F)[B-](C1=C(C(=C(C(=C1F)F)F)F)F)(C1=C(C(=C(C(=C1F)F)F)F)F)C1=C(C(=C(C(=C1F)F)F)F)F.C[NH+](C1=CC=C(C=C1)CCCCCCCCCCCCCCCCCCC)CCCCCCCCCCCC N-methyl-4-nonadecyl-N-dodecylanilinium [tetrakis(perfluorophenyl)borate]